(3R)-3-(((5R)-5-oxo-2-(3-phenylazetidin-1-yl)-6,7-dihydrothieno[3,2-d]pyrimidin-4-yl)amino)pyrrolidine-1-carboxylic acid methyl ester COC(=O)N1C[C@@H](CC1)NC=1C2=C(N=C(N1)N1CC(C1)C1=CC=CC=C1)CC[S@]2=O